ClC1=CC=C(C=C1)C1NC(CC2=CC(=C(C=C12)OC(C)C)OC)=O 1-(4-chlorophenyl)-7-isopropoxy-6-methoxy-1,4-dihydroisoquinolin-3-one